CN(C)CC1=C(C=CC(=N1)NC=1C=CC(=C2CNC(C12)=O)C1=CN=C2N1C=CC(=C2)F)N2C[C@H]([C@@H](CC2)F)O 7-((6-((dimethylamino)-methyl)-5-((3R,4R)-4-fluoro-3-hydroxypiperidin-1-yl)pyridin-2-yl)amino)-4-(7-fluoroimidazo[1,2-a]pyridin-3-yl)isoindolin-1-one